N-(5-amino-2-hydroxyphenyl)-4-[2-[4-[(4-aminophenyl)carbamoyl]phenyl]-propane-2-yl]benzamide NC=1C=CC(=C(C1)NC(C1=CC=C(C=C1)C(C)(C)C1=CC=C(C=C1)C(NC1=CC=C(C=C1)N)=O)=O)O